N-(3-(dimethylamino)propyl)-3-((4-chlorofluorophenylthio)amino)quinoxaline-2-carboxamide CN(CCCNC(=O)C1=NC2=CC=CC=C2N=C1NSC1=C(C=C(C=C1)Cl)F)C